2-fluoro-1-nitro-4-trifluoromethyl-benzene FC1=C(C=CC(=C1)C(F)(F)F)[N+](=O)[O-]